35,38-Dioxo-38-((5-sulfamoyl-1,3,4-thiadiazol-2-yl)amino)-4,7,10,13,16,19,22,25,28,31-decaoxa-34-azaoctatriacontanoic acid O=C(NCCOCCOCCOCCOCCOCCOCCOCCOCCOCCOCCC(=O)O)CCC(NC=1SC(=NN1)S(N)(=O)=O)=O